OCC1=NN(C=C1)C(C(=O)OCC)(C)C ethyl 2-(3-(hydroxymethyl)-1H-pyrazol-1-yl)-2-methylpropionate